C1N(CC2=CC=CC=C12)CC1=CC(C(=CO1)OCC1CCN(CC1)C(NC)=S)=O 4-(((6-(isoindolin-2-ylmethyl)-4-oxo-4H-pyran-3-yl)oxy)methyl)-N-methylpiperidine-1-thiocarboxamide